C(CCCCC)C=1C=C(SC1)C1=CC=C(C=C1)C(=C(C1=CC=CC=C1)C1=CC=C(N(C)C)C=C1)C1=CC=CC=C1 4-(2-(4-(4-hexylthiophen-2-yl)phenyl)-1,2-diphenylvinyl)-N,N-dimethylaniline